2-(4-chlorophenyl)-2-diazoacetic acid tert-butyl ester C(C)(C)(C)OC(C(=[N+]=[N-])C1=CC=C(C=C1)Cl)=O